N1=C(C=CC=C1)C1=CC=C(C=C1)C1=NOCC1 3-[4-(pyridin-2-yl)phenyl]-4,5-dihydro-1,2-oxazol